BrC1=CN(C=2N=CN=C(C21)N2[C@H](CN(CC2)C(=O)OC(C)(C)C)C)C2=CC(=C(C(=C2)F)C)F tert-butyl (S)-4-(5-bromo-7-(3,5-difluoro-4-methylphenyl)-7H-pyrrolo[2,3-d]pyrimidin-4-yl)-3-methylpiperazine-1-carboxylate